(R)-1-(2,5-difluoropyridin-3-yl)ethyl (4-(5-(3-cyanobicyclo[1.1.1]pentane-1-carboxamido)pyridin-2-yl)-1-methyl-1H-1,2,3-triazol-5-yl)carbamate C(#N)C12CC(C1)(C2)C(=O)NC=2C=CC(=NC2)C=2N=NN(C2NC(O[C@H](C)C=2C(=NC=C(C2)F)F)=O)C